C(C(=O)O)(=O)O.N1[C@H](CC1)C#N.N1[C@H](CC1)C#N (2R)-azetidine-2-carbonitrile hemioxalate salt